[4-[[(3,4-dimethylpyrimidino[4',5':4,5]thieno[2,3-c]pyridazin-8-yl)amino]methyl]phenyl]-(1-piperidinyl)methanone CC1=C(C2=C(N=N1)SC1=C2N=CN=C1NCC1=CC=C(C=C1)C(=O)N1CCCCC1)C